CC1(CN(C1)CC(=O)NC=1C=C(C(=NC1)C)C=1N2C(SC1C=1C=C3C(=NC1)NN=C3)=C(C=N2)C(=O)N)C (5-(2-(3,3-dimethylazetidin-1-yl)acetamido)-2-methylpyridin-3-yl)-2-(1H-pyrazolo[3,4-b]pyridin-5-yl)pyrazolo[5,1-b]thiazole-7-carboxamide